COC=1C=C2C=C(C=NC2=CC1)C1=NN2C(C3(CCC2)CCNCC3)=C1 2'-(6-methoxyquinolin-3-yl)-6',7'-dihydro-5'H-spiro[piperidine-4,4'-pyrazolo[1,5-a]pyridine]